Diethyl (4-isothiocyanatobutyl)phosphoramidate N(=C=S)CCCCNP(OCC)(OCC)=O